(2-methoxy-4-nitrophenyl)-[2,4'-bithiazole]-2'-amine COC1=C(C=CC(=C1)[N+](=O)[O-])C=1N=C(SC1)C=1N=C(SC1)N